C(=CC)SSSC=CC bis-(1-propenyl) trisulfide